8-(2-chloro-4-(2-(piperazin-1-yl)ethoxy)phenyl)-9-(3-chlorobenzyl)-6-cyclopropoxy-9H-purine ClC1=C(C=CC(=C1)OCCN1CCNCC1)C=1N(C2=NC=NC(=C2N1)OC1CC1)CC1=CC(=CC=C1)Cl